rel-(R)-4-((4-(2-((dimethylamino)methyl)morpholino)phenyl)amino)-7-(1-methyl-1H-pyrrolo[2,3-b]pyridin-4-yl)-1,2-dihydro-3H-pyrrolo[3,4-c]pyridin-3-one CN(C)C[C@H]1OCCN(C1)C1=CC=C(C=C1)NC1=NC=C(C2=C1C(NC2)=O)C2=C1C(=NC=C2)N(C=C1)C |o1:4|